tert-butyl 3-(2-(N-(tert-butoxycarbonyl)sulfamoylamino)ethyl)-3-methylazetidine-1-carboxylate C(C)(C)(C)OC(=O)NS(=O)(=O)NCCC1(CN(C1)C(=O)OC(C)(C)C)C